C(C)OC(=O)C=1C(N(C(N(C1)CC1CC1)=O)C1=CC=C(C=C1)F)=O 1-cyclopropylmethyl-3-(4-fluorophenyl)-2,4-dioxo-1,2,3,4-tetrahydropyrimidine-5-carboxylic acid ethyl ester